4-methylhexanediamine CC(CCC(N)N)CC